FC1=C(C=CC=C1)C1=CC(=CN1)C(=O)[O-] 5-(2-fluorophenyl)-1H-pyrrole-3-formate